N-[(4S)-3,4-dihydro-2H-1-benzopyran-4-yl]-4-(morpholin-4-yl)-8-(2,3,5-trifluorophenyl)-1,7-naphthyridine-3-carboxamide O1CC[C@@H](C2=C1C=CC=C2)NC(=O)C=2C=NC1=C(N=CC=C1C2N2CCOCC2)C2=C(C(=CC(=C2)F)F)F